tert-butyl 5-(5H-imidazo[5,1-a]isoindol-5-yl)hexahydrocyclopenta[c]pyrrole-2(1H)-carboxylate C=1N=CN2C1C1=CC=CC=C1C2C2CC1C(CN(C1)C(=O)OC(C)(C)C)C2